5-(6-(cyclohexylamino)-4-(trifluoromethyl)pyridin-3-yl)-4-(4,4-difluoropiperidine-1-carbonyl)-N-(3-hydroxy-3-methylbutyl)thiazole-2-carboxamide C1(CCCCC1)NC1=CC(=C(C=N1)C1=C(N=C(S1)C(=O)NCCC(C)(C)O)C(=O)N1CCC(CC1)(F)F)C(F)(F)F